FC(C(=O)NC1=CC=C(C=C1)C=1N(C=2C(C(=C(C3=C4C(C=NC24)=NNC3)F)OC3=NC=CC(=N3)C)=CC1)C)=C 2-fluoro-N-(4-(6-fluoro-11-methyl-7-((4-methylpyrimidin-2-yl)oxy)-5,11-dihydro-4H-1,3,4,11-Tetraazadibenzo[cd,h]azulene-10-yl)phenyl)acrylamide